[CH-]1[CH-][CH-]CCCCCCCCCCCCCCC1 Cyclooctadecanetriide